C(=O)C1=CC2=C(NC(=N2)[C@H](COC(C(F)(F)F)(C)C)NC(OC(C)(C)C)=O)C=C1 tert-butyl (R)-(1-(5-formyl-1H-benzo[d]imidazol-2-yl)-2-((1,1,1-trifluoro-2-methylpropan-2-yl)oxy)ethyl)carbamate